CN(C1=CC=C(COC2=C(C=C(\C=C/3\C(=C(C4=CC(=C(C=C34)OC)OC)CC(=O)O)C)C=C2OC)OC)C=C1)C (Z)-2-(1-(4-((4-(dimethylamino)benzyl)oxy)-3,5-dimethoxybenzylidene)-5,6-dimethoxy-2-methyl-1H-inden-3-yl)acetic acid